NC1=C2C(=NC=N1)N(N=C2C2=CC=C(C=C2)OC2=CC=CC=C2)[C@H]2CN(CCC2)C(=O)N2CCC(CC2)CCN2CCC(CC2)C=2C=C1CN(C(C1=CC2)=O)C2C(NC(CC2)=O)=O 3-(5-(1-(2-(1-((R)-3-(4-amino-3-(4-phenoxyphenyl)-1H-pyrazolo[3,4-d]pyrimidin-1-yl)piperidine-1-carbonyl)piperidin-4-yl)ethyl)piperidin-4-yl)-1-oxoisoindolin-2-yl)piperidine-2,6-dione